lithium tetrasilicon [Si].[Si].[Si].[Si].[Li]